COC(CCCCCCCCCC/C=C/C=C)OC (3E)-15,15-dimethoxy-1,3-pentadecadiene